CN(C/C=C/C(=O)NC1=CC=C(C=C1)C(=O)N1C[C@H](CCCC1)NC1=NC=CC(=N1)C=1C(=NN2C1C=CC=C2)C2=CC=CC=C2)C (S,E)-4-(dimethylamino)-N-(4-(3-((4-(2-phenylpyrazolo[1,5-a]pyridin-3-yl)pyrimidin-2-yl)amino)azepane-1-carbonyl)phenyl)but-2-enamide